(S)-ethyl 2-(6-((((9H-fluoren-9-yl)methoxy)carbonyl)amino)-2-aminohexanamido)acetate C1=CC=CC=2C3=CC=CC=C3C(C12)COC(=O)NCCCC[C@@H](C(=O)NCC(=O)OCC)N